ClC=1C=NC(=C(C(=O)NC2CCC(CC2)CN2C(N(C3=C2C=CC(=C3)F)C=3C=NC(=CC3)C)=O)C1)C 5-chloro-N-((1r,4r)-4-((5-fluoro-3-(6-methylpyridin-3-yl)-2-oxo-2,3-dihydro-1H-benzo[d]imidazol-1-yl)methyl)cyclohexyl)-2-methylnicotinamide